C(C)(C)(C)OC(=O)N1CCC2(CN(C(O2)=O)C2=NC3=C(OCC(N3)=O)N=C2)CC1 2-oxo-3-(3-oxo-4H-pyrazino[2,3-b][1,4]oxazin-6-yl)-1-oxa-3,8-diazaspiro[4.5]decane-8-carboxylic acid tert-butyl ester